CC=1C=C(C(=O)NC2CCC3=CC(=CC=C23)C=2OC(=CN2)C)C=CN1 2-methyl-N-(5-(5-methyloxazol-2-yl)-2,3-dihydro-1H-inden-1-yl)isonicotinamide